C(C)(C)(C)OC(=O)N/C(/N1[C@@H](CCC1)C1=NC(=NO1)C1=CC2=CC=C(C=C2C=C1)OCCCCC)=N/C(OC(C)(C)C)=O Tert-butyl (S,Z)-(((tert-butoxycarbonyl)amino)(2-(3-(6-(pentyloxy)naphthalen-2-yl)-1,2,4-oxadiazol-5-yl)pyrrolidin-1-yl)methylene)carbamate